2-benzyl-N-(1-cyclohexylethyl)-1H-benzo[d]imidazole-6-sulfonamide C(C1=CC=CC=C1)C1=NC2=C(N1)C=C(C=C2)S(=O)(=O)NC(C)C2CCCCC2